N-(4,5-dimethyl-4,5-dihydro-[1,2,5]thiadiazolo[3,4-c][1,7]naphthyridin-6-yl)cyclopropanecarboxamide CC1N(C=2C(=NC=CC2C=2C1=NSN2)NC(=O)C2CC2)C